C[C@@H]1N(C[C@H](N(C1)CC1=CC=C(C=C1)OC(F)(F)F)C)C=1N(N=C2C1N(C(C=C2)=O)C)C2OCCCC2 ((2S,5R)-2,5-dimethyl-4-(4-(trifluoromethoxy)benzyl)piperazin-1-yl)-4-methyl-2-(tetrahydro-2H-pyran-2-yl)-2,4-dihydro-5H-pyrazolo[4,3-b]pyridin-5-one